BrC1=CC=C(C=C1)N1N=C(C(=C1)C1OC(C(N1)=O)C)C1=NC=C(C=C1)Cl 2-(1-(4-bromophenyl)-3-(5-chloropyridin-2-yl)-1H-pyrazol-4-yl)-5-methyloxazolidin-4-one